[4-amino-2-(3,4-difluoroanilino)-1,3-thiazol-5-yl][4-(benzyloxy)phenyl]methan NC=1N=C(SC1CC1=CC=C(C=C1)OCC1=CC=CC=C1)NC1=CC(=C(C=C1)F)F